F[C@@H]1CN(CC[C@H]1NC1=NN2C(C=N1)=C(N=C2C2(CCCC2)C)F)S(=O)(=O)C (3R,4R)-3-fluoro-N-[5-fluoro-7-(1-methylcyclopentyl)imidazo[4,3-f][1,2,4]triazin-2-yl]-1-methanesulfonylpiperidin-4-amine